N-(4-(4-amino-7-methyl-5-(4-(4-methylpyrimidin-2-yloxy)phenyl)-7H-pyrrolo[2,3-d]pyrimidin-6-yl)phenyl)-4,5-dihydrofuran-3-carboxamide NC=1C2=C(N=CN1)N(C(=C2C2=CC=C(C=C2)OC2=NC=CC(=N2)C)C2=CC=C(C=C2)NC(=O)C2=COCC2)C